F[C@@H]1[C@@H]([C@H]2CN([C@@H]1CC2)C)OC2=CC=C(N=N2)C2=C(C=C(C=C2)C2=NC(N(C=N2)C)=O)O 4-(4-(6-(((1R,4R,5R,6S)-6-fluoro-2-methyl-2-azabicyclo[2.2.2]octan-5-yl)oxy)pyridazin-3-yl)-3-hydroxyphenyl)-1-methyl-1,3,5-triazin-2(1H)-one